C(#N)C1=CC=C(C2=C1CCO2)[C@@H]2C(=C(NC1=C(C=NC(=C21)OC(F)F)C)C)C(=O)N (S)-4-(4-cyano-2,3-dihydrobenzofuran-7-yl)-5-(difluoromethoxy)-2,8-dimethyl-1,4-dihydro-1,6-naphthyridine-3-formamide